CCCN(CCC)CCC tri-N-propylamine